NC1=CC=C(C(=C1C(=O)N(C)CCO[Si](C)(C)C(C)(C)C)F)C=1C(=C2C(=NC1)NCC21CC1)Cl 6-amino-N-(2-((tert-butyldimethylsilyl)oxy)ethyl)-3-(4'-chloro-1',2'-dihydrospiro[cyclopropane-1,3'-pyrrolo[2,3-b]pyridin]-5'-yl)-2-fluoro-N-methylbenzamide